2-(1,1-difluoro-6-phenylhex-1-en-2-yl)dibenzo[b,d]furan FC(=C(CCCCC1=CC=CC=C1)C1=CC2=C(OC3=C2C=CC=C3)C=C1)F